[3-(4-Bromophenyl)-1-bicyclo[1.1.1]pentanyl]methanol BrC1=CC=C(C=C1)C12CC(C1)(C2)CO